C(C=C)(=O)NCC(=O)N acrylyl-glycinamide